6-((2,2-Dimethyltetrahydro-2H-pyran-4-yl)thio)-3-(2-methoxy-4-(trifluoromethyl)phenyl)-4-methylpyridazine CC1(OCCC(C1)SC1=CC(=C(N=N1)C1=C(C=C(C=C1)C(F)(F)F)OC)C)C